C(C)OC1C2(CCC(C1)(O2)C(C)C)C 2-ethoxy-4-isopropyl-1-methyl-7-oxabicyclo[2.2.1]heptane